[4-(2-{2-[3-(5-tert-Butyl-2-p-tolyl-2H-pyrazol-3-yl)-ureido]-thiazol-5-yl}-ethyl)-pyridin-2-yl]-carbamic acid ethyl ester C(C)OC(NC1=NC=CC(=C1)CCC1=CN=C(S1)NC(=O)NC=1N(N=C(C1)C(C)(C)C)C1=CC=C(C=C1)C)=O